N1(CCC1)C(CN1CN(C=C1)C(C1=CC=CC=C1C1=CC(=C(C=C1)O)C(F)(F)F)(C1=CC=CC=C1)C1=CC=CC=C1)=O 1-(2-(azetidin-1-yl)-2-oxoethyl)-6-(4-hydroxy-3-(trifluoromethyl)phenyl)-3-trityl-1,3-dihydro-2H-imidazole